2-((5-((3-Chloro-4-cyanophenyl)(5-(1-ethyl-3,5-dimethyl-1H-pyrazol-4-yl)-2-methylphenyl)amino)pentyl)oxy)acetic acid ClC=1C=C(C=CC1C#N)N(CCCCCOCC(=O)O)C1=C(C=CC(=C1)C=1C(=NN(C1C)CC)C)C